ClC1=C(C=CC(=C1)C)C=1C=C(C2=C(NC(=N2)CO)C1)C(=O)O 6-(2-chloro-4-methylphenyl)-2-(hydroxymethyl)-1H-benzimidazole-4-carboxylic acid